FC1=C(C=CC=C1)N1CCN(CC1)C(CC#N)=O 3-[4-(2-fluorophenyl)piperazin-1-yl]-3-oxopropionitrile